C(C)(C)(C)OC(NCCOC1=CC2=C(N=C(S2)C2=C3N=CC(=NC3=CC(=C2)Cl)OC)C(=C1)C)=O (2-((2-(7-chloro-2-methoxyquinoxalin-5-yl)-4-methylbenzo[d]thiazol-6-yl)oxy)ethyl)carbamic acid tert-butyl ester